O=C1N(CCC(N1)=O)C1=NN(C2=C(C=CC=C12)CCCCCC=O)C 6-[3-(2,4-dioxohexahydropyrimidin-1-yl)-1-methyl-indazol-7-yl]hexanal